C(C)(C)(C)OC(N[C@H]1CN(C[C@@H]1OC(C)C)C1=NC=2CC[C@H](CC2C=N1)NC(=O)C1=C(C=2C(=NC(=CC2C)C)S1)N)=O N-[(3S,4S)-1-[(6R)-6-[3-amino-4,6-dimethylthieno[2,3-b]pyridin-2-amido]-5,6,7,8-tetrahydroquinazolin-2-yl]-4-(propan-2-yloxy)pyrrolidin-3-yl]carbamic acid tert-butyl ester